P(=O)(O)([O-])[O-].[Na+].[Na+].P(=O)(O)(O)[O-].[Na+] Monosodium dihydrogen phosphate disodium hydrogen phosphate